Cl.N[C@@H](C)C1=NC(=NO1)N(CC)CC 5-[(1S)-1-aminoethyl]-N,N-diethyl-1,2,4-oxadiazol-3-amine hydrochloride